BrC1=CC(=C(C=C1Cl)NC(=O)N1C2CC=3C(=CNC(C3)=O)C1CC2)F N-(4-bromo-5-chloro-2-fluorophenyl)-3-oxo-3,5,6,7,8,9-hexahydro-2H-6,9-epiminocyclohepta[c]pyridine-10-carboxamide